(3-bromo-1-methyl-1H-pyrazol-4-yl)(2,2-dimethyl-2,3-dihydropyrazolo[5,1-b]oxazol-6-yl)methanol BrC1=NN(C=C1C(O)C1=NN2C(OC(C2)(C)C)=C1)C